C[Si](CCCP([O-])=S)(OC)OC 3-methyldimethoxysilyl-1-propylthiophosphinate